(4-chloro-5-tetrahydropyran-4-yloxy-pyrrolo[2,3-b]pyridin-1-yl)-triisopropyl-silane ClC1=C2C(=NC=C1OC1CCOCC1)N(C=C2)[Si](C(C)C)(C(C)C)C(C)C